Fmoc-L-2,3-diaminopropionic acid C1=CC=C2C(=C1)C(C3=CC=CC=C32)COC(=O)N[C@@H](CN)C(=O)O